C[C@@H]1N(C[C@@H](C(C1)OC1=CC(=CC=C1)C(F)(F)F)C)C1=CC(N(C=2C=CC(=NC12)C#N)C)=O 8-((2S,5S)-2,5-Dimethyl-4-(3-(trifluoromethyl)phenoxy)piperidin-1-yl)-5-methyl-6-oxo-5,6-dihydro-1,5-naphthyridin-2-carbonitril